1-octyl-3-methylimidazole-L-histidine salt N[C@@H](CC1=CNC=N1)C(=O)O.C(CCCCCCC)N1CN(C=C1)C